N-(5-(imidazo[1,2-b]pyridazin-6-yl)-4-((4-isopropoxy-6-(methylsulfonyl)pyridin-2-yl)amino)pyridin-2-yl)acetamide N=1C=CN2N=C(C=CC21)C=2C(=CC(=NC2)NC(C)=O)NC2=NC(=CC(=C2)OC(C)C)S(=O)(=O)C